(S)-N-(1-(6,7-difluoro-4-oxo-3,4-dihydrophthalazin-1-yl)ethyl)-3-(difluoromethyl)-N-methylbenzamide FC=1C=C2C(NN=C(C2=CC1F)[C@H](C)N(C(C1=CC(=CC=C1)C(F)F)=O)C)=O